n-triacontyl amyl ketone C(CCCC)C(=O)CCCCCCCCCCCCCCCCCCCCCCCCCCCCCC